4-[(1S,4S,5R)-5-{[5-cyclopropyl-3-(2,6-dichlorophenyl)-1,2-oxazol-4-yl]methoxy}-2-azabicyclo[2.2.1]heptan-2-yl]-2,6-difluorobenzoic acid C1(CC1)C1=C(C(=NO1)C1=C(C=CC=C1Cl)Cl)CO[C@H]1[C@@H]2CN([C@H](C1)C2)C2=CC(=C(C(=O)O)C(=C2)F)F